F[C@@H]1CN(CC[C@@H]1NC1=C2C=C(N(C2=CC=C1)CC(F)(F)F)C#CCNC1=C(C=C(C(=O)NCCOC)C=C1)OC)C |r| rac-4-{[3-(4-{[(3R,4S)-3-fluoro-1-methylpiperidin-4-yl]amino}-1-(2,2,2-trifluoroethyl)-1H-indol-2-yl)prop-2-yn-1-yl]amino}-3-methoxy-N-(2-methoxyethyl)benzamide